BrC1=CC=C(OCC=2C3CCC(C2)O3)C=C1 2-((4-bromophenoxy)methyl)-7-oxabicyclo[2.2.1]hept-2-ene